7-fluoro-4-isopropyl-2-(2-(trifluoromethyl)phenyl)isoquinolin-1(2H)-one FC1=CC=C2C(=CN(C(C2=C1)=O)C1=C(C=CC=C1)C(F)(F)F)C(C)C